CN1C([C@H](N(CC1)CCOC1=CC=C(C=C1)C1CCNCC1)C)=O (R)-1,3-dimethyl-4-{2-[4-(piperidin-4-yl)phenoxy]ethyl}piperazin-2-one